CC1(CC1)C1=CN=CC=2N=C(N=C(C21)N)N2C=CC1=NC=CC=C12 (1-methylcyclopropyl)-2-{1H-pyrrolo[3,2-b]pyridin-1-yl}pyrido[3,4-d]pyrimidin-4-amine